ClC=1C=C(C(=O)NC=2C=C(N(N2)CC2=CC=C(C=C2)OC)C(=O)N(C)OC)C=CC1OC 5-[(3-chloro-4-methoxy-benzoyl)amino]-N-methoxy-2-[(4-methoxy-phenyl)methyl]-N-methyl-pyrazole-3-carboxamide